(1S,3S,4S)-2-((3-chlorophenyl)glycyl)-5,5-difluoro-N-((S,E)-4-fluoro-4-(methylsulfonyl)-1-((S)-2-oxopyrrolidin-3-yl)but-3-en-2-yl)-2-azabicyclo[2.2.2]octane-3-carboxamide ClC=1C=C(C=CC1)NCC(=O)N1[C@@H]2CC([C@H]([C@H]1C(=O)N[C@@H](C[C@H]1C(NCC1)=O)\C=C(\S(=O)(=O)C)/F)CC2)(F)F